BrC=1C(=C(C(=CC1)S(=O)(=O)C)C1=NOCC1)C 3-(3-bromo-2-methyl-6-methylsulfonyl-phenyl)-4,5-dihydroisoxazole